ClC=1C(=CC(=NC1)OC)C1=CC(=NN1)C(=O)N1CCC(CC1)C(=O)NC1CCC(CC1)(C)OC 1-[5-(5-chloro-2-methoxypyridin-4-yl)-1H-pyrazole-3-carbonyl]-N-[(4r)-4-methoxy-4-methylcyclohexyl]piperidine-4-carboxamide